ClC=1C(=CC=2C3=C(C=NC2C1/C=C/C(=O)O)CN([C@H]3C)C(COC)=O)OC (E)-3-[(1S)-7-chloro-8-methoxy-2-(2-methoxyacetyl)-1-methyl-1,3-dihydropyrrolo[3,4-c]quinolin-6-yl]prop-2-enoic acid